C(CCC)[Sn](CCCC)(CCCC)C=1N=NN(C1)C[Si](C)(C)C (tributylstannyl)-1-((trimethylsilyl)methyl)-1H-1,2,3-triazole